FC=1C=CC(=NC1)C(CO)=O (5-fluoro-2-pyridyl)-2-hydroxyethanone